FC(C(F)F)(OC(F)(F)F)F 1,1,2,2-tetrafluoro-1-(trifluoromethoxy)-ethane